N-(4-(3-(4-(3-amino-6-methylisoxazolo[5,4-b]pyridin-4-yl)phenyl)ureido)-2-chlorophenyl)acrylamide tert-Butyl-(R,Z)-3-((2-tosylhydrazineylidene)methyl)morpholine-4-carboxylate C(C)(C)(C)OC(=O)N1[C@@H](COCC1)\C=N/NS(=O)(=O)C1=CC=C(C)C=C1.NC1=NOC2=NC(=CC(=C21)C2=CC=C(C=C2)NC(NC2=CC(=C(C=C2)NC(C=C)=O)Cl)=O)C